4-((2-oxopyrrolidin-1-yl)methyl)piperidine-1-carboxylic acid tert-butyl ester C(C)(C)(C)OC(=O)N1CCC(CC1)CN1C(CCC1)=O